(1S)-2-[4,6-bis(trifluoromethyl)-1,3,5-triazin-2-yl]-1-(2-methylprop-1-en-1-yl)-6-(4-methyl-2H-1,2,3-triazol-2-yl)-2,3,4,9-tetrahydro-1H-pyrido[3,4-b]indole FC(C1=NC(=NC(=N1)C(F)(F)F)N1[C@H](C=2NC3=CC=C(C=C3C2CC1)N1N=CC(=N1)C)C=C(C)C)(F)F